DIHYDROFARNESAL CC(C)CCC/C(=C/CC/C(=C/C=O)/C)/C